C(C)(C)C1=C(NC2=C1N=C(S2)C2CCN(CC2)CC2(COC2)C)C=2C=C(C=1N(C2)N=CN1)OC 6-isopropyl-5-(8-methoxy-[1,2,4]triazolo[1,5-a]pyridin-6-yl)-2-(1-((3-methyloxetan-3-yl)methyl)piperidin-4-yl)-4H-pyrrolo[3,2-d]thiazole